[N-]=C=O.[N-]=C=O.C1(=CC(=CC=C1)C)C meta-xylene diisocyanate